benzyl 4-[2-[(2,4-dimethoxyphenyl)methylamino]-8-[4-(oxetan-3-yloxy)phenyl]-7-oxo-pyrido[2,3-d]pyrimidin-6-yl]-8-methyl-2,3-dihydroquinoxaline-1-carboxylate COC1=C(C=CC(=C1)OC)CNC=1N=CC2=C(N1)N(C(C(=C2)N2CCN(C1=C(C=CC=C21)C)C(=O)OCC2=CC=CC=C2)=O)C2=CC=C(C=C2)OC2COC2